3-(4-((3-methoxybenzyl)oxy)phenyl)acrylamide COC=1C=C(COC2=CC=C(C=C2)C=CC(=O)N)C=CC1